1,3,5,6-tetrafluoro-4-cyanobenzeneboronic acid FC1(CC(=C(C(=C1F)F)C#N)F)B(O)O